perfluoro vinyl ether lithium [Li].C(=C)OF